N1(CCC(CC1)C(=O)OCC)C(=O)OC(C)(C)C 1-(tert-butyl) 4-ethyl piperidine-1,4-dicarboxylate